C1[C@H]([C@H](OC2=C1C(=CC(=C2)O)OC(=O)C3=CC(=C(C(=C3)O)O)O)C4=CC(=C(C=C4)O)O)O The molecule is a gallate ester resulting from the formal condensation of gallic acid with 5-hydroxy group of (-)-epicatechin. Isolated from Orostachys japonica, it acts as an inhibitor of the enzyme mu-calpain (EC 3.4.22.52). It has a role as an EC 3.4.22.52 (calpain-1) inhibitor and a plant metabolite. It is a catechin and a gallate ester. It derives from a (-)-epicatechin.